C(C)O[C@@H]1[C@H](C[C@@H](OC1)C(=O)N1[C@H](C2=CC=CC=C2CC1)C1=CC=C(C=C1)F)N(C(OC(C)(C)C)=O)C tert-butyl ((2R,4S,5R)-5-ethoxy-2-((S)-1-(4-fluorophenyl)-1,2,3,4-tetrahydroisoquinoline-2-carbonyl)tetrahydro-2H-pyran-4-yl)(methyl)carbamate